(E)-4-((4-aminobut-2-en-1-yl)amino)-3-(3-morpholinopropoxy)-5-nitrobenzamide hydrochloride Cl.NC/C=C/CNC1=C(C=C(C(=O)N)C=C1[N+](=O)[O-])OCCCN1CCOCC1